((1R,2S)-2-fluorocyclopropyl)methyl (1-cyclobutyl-3-(3,3-difluoro-1-methylcyclobutyl)-4-methyl-1H-pyrazol-5-yl)carbamate C1(CCC1)N1N=C(C(=C1NC(OC[C@@H]1[C@H](C1)F)=O)C)C1(CC(C1)(F)F)C